(6-Amino-4-((2-hydroxyphenyl)amino)pyridin-2-yl)(4-phenylpiperazin-1-yl)methanone NC1=CC(=CC(=N1)C(=O)N1CCN(CC1)C1=CC=CC=C1)NC1=C(C=CC=C1)O